COC1=NC(=C(C=C1)[N+](=O)[O-])OC 2,6-dimethoxy-5-nitropyridine